C1(=CC=CC=C1)[C@@]1(O)[C@@H](O)[C@@H](O)[C@H](O)[C@H](O1)CO phenyl-alpha-D-mannose